N-(3-bromo-4-fluorophenyl)-N'-hydroxy-4-((3-(6-oxopyridazin-1(6H)-yl)propyl)amino)-1,2,5-oxadiazol-3-carboxamide BrC=1C=C(C=CC1F)NC(=O)C1=NON=C1NCCCN1N(CC=CC1=O)O